FC(CC(C)(F)F)(F)F 1,1,1,3,3-penta-fluorobutane